6-methyl-5-(4-((3-methyl-2,4-dioxo-1,2,3,4-tetrahydrothieno[3,2-d]pyrimidin-6-yl)methyl)piperazin-1-yl)picolinamide CC1=C(C=CC(=N1)C(=O)N)N1CCN(CC1)CC1=CC=2NC(N(C(C2S1)=O)C)=O